ethyl (S)-2-(4-(1-(2-hydroxyacetyl)pyrrolidin-2-yl)piperidin-1-yl)-6-azaspiro[3.4]octane-6-carboxylate OCC(=O)N1[C@@H](CCC1)C1CCN(CC1)C1CC2(C1)CN(CC2)C(=O)OCC